ClC=1C(=CC2=C(N=CN=C2N[C@H](C)C2=C(C(=CC=C2)C(F)(F)F)C)N1)N1CCN(CC1)C(C)C (R)-7-chloro-6-(4-isopropylpiperazin-1-yl)-N-(1-(2-methyl-3-(trifluoromethyl)phenyl)ethyl)pyrido[2,3-d]pyrimidin-4-amine